NCCCC(=O)NC1=CC(=C(C(=O)OCOC(C(C)(C)C)=O)C=C1)C#CCN (pivaloyloxy)methyl 4-(4-aminobutanamido)-2-(3-aminoprop-1-yn-1-yl)benzoate